(S)-4-((3-(1-(1,4-dioxaspiro[4.4]nonan-6-yl)-1H-pyrazol-4-yl)-2-methoxyphenyl)amino)-6-(cyclopropanecarboxamido)nicotinamide O1CCOC12[C@H](CCC2)N2N=CC(=C2)C=2C(=C(C=CC2)NC2=CC(=NC=C2C(=O)N)NC(=O)C2CC2)OC